methyl 2-(6-bromo-1-(tert-butoxycarbonyl)-7-fluoro-1H-indol-2-yl)-7-methoxy-1-methyl-1H-benzo[d]imidazole-5-carboxylate BrC1=CC=C2C=C(N(C2=C1F)C(=O)OC(C)(C)C)C1=NC2=C(N1C)C(=CC(=C2)C(=O)OC)OC